Cl.O=C1NC(CC[C@@H]1N1CC2=CC=C(C(=C2C1=O)F)CNC(OC1CC(C1)C1=C(C=CC2=C1N=CS2)F)=O)=O (1s,3s)-3-(5-fluorobenzo[d]thiazol-4-yl)cyclobutyl ((2-(2,6-dioxopiperidin-3-yl)-4-fluoro-3-oxoisoindolin-5-yl)methyl)carbamate hydrochloride